nosylazane S(=O)(=O)(C1=CC=C(C=C1)[N+](=O)[O-])N